4-(6-chloro-5-fluoro-3-pyridyl)-5-[(5-chloropyrimidin-2-yl)methyl]-2-methylsulfonyl-pyrimidine ClC1=C(C=C(C=N1)C1=NC(=NC=C1CC1=NC=C(C=N1)Cl)S(=O)(=O)C)F